C(C)C1=CC=C(C=C1)S(=O)(=O)C=1C=NC2=CC=C(C=C2C1N1CCN(CC1)C(=O)OCC)OC(F)(F)F ethyl 4-(3-((4-ethylphenyl)sulfonyl)-6-(trifluoromethoxy)quinolin-4-yl)piperazine-1-carboxylate